C1(CC1)C1=NNC(=C1)NC(CC=1C=NN(C1)C1=NC(=CC=C1)OC)=O N-(3-cyclopropyl-1H-pyrazol-5-yl)-2-(1-(6-methoxypyridin-2-yl)-1H-pyrazol-4-yl)acetamide